o-(2-cyanoethyl)phenyltrichlorosilane C(#N)CCC1=C(C=CC=C1)[Si](Cl)(Cl)Cl